3-(2-methoxyethoxy)prop-1-yne COCCOCC#C